COC1=CC=C(C=C1)NC(NC(C(=O)N)CC1=CC=CC=C1)=O 2-(3-(4-methoxyphenyl)ureido)-3-phenylpropanamide